ClC1=NC=C2C(=N1)NN=C2I 6-chloro-3-iodopyrazolo[5,4-d]pyrimidine